1-(4-chloro-6-((5-fluoropyridin-2-yl)amino)pyridin-3-yl)propan-1-one-3,3,3-d3 ClC1=C(C=NC(=C1)NC1=NC=C(C=C1)F)C(CC([2H])([2H])[2H])=O